(1-(2-hydroxyethyl)-3-methyl-1H-pyrazol-4-yl)boronic acid OCCN1N=C(C(=C1)B(O)O)C